2-methyl-2-isobutyl-1,3-dioxolane CC1(OCCO1)CC(C)C